NC=1C=C(C(=NC1)C1=NC(=CC=C1)C)C=1C=CC=2N(C1)C=CN2 6-(5-Amino-6'-methyl-[2,2'-bipyridin]-3-yl)imidazo[1,2-a]pyridin